CC1=C(C(=O)P(C2=C(C=C(C=C2)OCCCCC)OCCCCC)C(C2=C(C=C(C=C2C)C)C)=O)C(=CC(=C1)C)C bis(2,4,6-trimethyl-benzoyl)(2,4-dipentoxyphenyl)phosphine